C(C1=CC=CC=C1)N1N=C(C=C1)C(=O)N[C@@H](C)C1=NC(=NO1)C1=CC(=NC=C1)C1CC1 1-benzyl-N-[(1S)-1-[3-(2-cyclopropyl-4-pyridinyl)-1,2,4-oxadiazol-5-yl]ethyl]pyrazole-3-carboxamide